OCC=1C(=CC2=CC=CC=C2C1)B(O)O 3-(HYDROXYMETHYL)NAPHTHALENE-2-BORONIC ACID